(R)-(1,2,3,4-Tetrahydroquinolin-2-yl)(p-tolyl)methanone N1[C@H](CCC2=CC=CC=C12)C(=O)C1=CC=C(C=C1)C